FC(C12CC(C1)(C2)NC(OC(C)(C)C)=O)(F)F tert-butyl (3-(trifluoromethyl)bicyclo[1.1.1]pentan-1-yl)carbamate